FC1=C(C=2C3=C(NC2C=C1C=1C=CC(=NC1)OC1CC(C1)OC=1C=CC(=NC1)C#CCOC=1C=C2C(N(C(C2=CC1)=O)C1C(NC(CC1)=O)=O)=O)C=CN=C3)F 5-((3-(5-((1r,3r)-3-((5-(8,9-difluoro-5H-pyrido[4,3-b]indol-7-yl)pyridin-2-yl)oxy)cyclobutoxy)pyridin-2-yl)prop-2-yn-1-yl)oxy)-2-(2,6-dioxopiperidin-3-yl)isoindoline-1,3-dione